N-(4-((2-((1-(2-acetyl-2-azaspiro[3.3]heptan-6-yl)-5-(trifluoromethyl)-1H-pyrazol-3-yl)amino)-1-methyl-1H-benzo[d]imidazol-6-yl)oxy)pyridin-2-yl)acetamide C(C)(=O)N1CC2(C1)CC(C2)N2N=C(C=C2C(F)(F)F)NC2=NC1=C(N2C)C=C(C=C1)OC1=CC(=NC=C1)NC(C)=O